tert-butyl N-[6-(5-chloro-2-fluorophenyl)pyridazin-4-yl]carbamate ClC=1C=CC(=C(C1)C1=CC(=CN=N1)NC(OC(C)(C)C)=O)F